CN(N=NC=1N=CNC1C(=O)N)C 4-(Dimethyltriazeno)imidazole-5-carboxamide